3-benzyl-1-(trans-4-((5-chloro-4-(2-(methylsulfonyl)phenoxy)pyrimidin-2-yl)amino)cyclohexyl)-1-(4-(1-methyl-1H-pyrazol-4-yl)phenyl)urea C(C1=CC=CC=C1)NC(N(C1=CC=C(C=C1)C=1C=NN(C1)C)[C@@H]1CC[C@H](CC1)NC1=NC=C(C(=N1)OC1=C(C=CC=C1)S(=O)(=O)C)Cl)=O